CC1(C(N2C(C(C2S1)NC(CC1N\C(\NC1=O)=N/N=C/C1=CC=C(C=C1)C)=O)=O)C(=O)O)C 3,3-dimethyl-6-(2-((E)-2-(((E)-4-methylbenzylidene)hydrazineylidene)-5-oxoimidazolidine-4-yl)acetamido)-7-oxo-4-thia-1-azabicyclo[3.2.0]heptane-2-carboxylic acid